FC1=CC=C(C=C1)NS(=O)(=O)C1=CC=C(C=C1)I N-(4-fluorophenyl)-4-iodobenzenesulfonamide